pyridinylcycloundec-10-en-4-one N1=C(C=CC=C1)C1CCC(CCCCCC=C1)=O